3-((S)-3-amino-3-methylpyrrolidin-1-yl)-N-((S)-1-cyclopropylethyl)-4-(3,5-difluorophenyl)-5-methylpyridinecarboxamide N[C@@]1(CN(CC1)C=1C(=NC=C(C1C1=CC(=CC(=C1)F)F)C)C(=O)N[C@@H](C)C1CC1)C